N-(2,6-dioxopiperidin-3-yl)-4-(4-(1-(1-(4-((1R,2S)-6-hydroxy-2-phenyl-1,2,3,4-tetrahydronaphthalen-1-yl)phenyl)piperidine-4-carbonyl)piperidin-4-yl)piperazin-1-yl)benzamide O=C1NC(CCC1NC(C1=CC=C(C=C1)N1CCN(CC1)C1CCN(CC1)C(=O)C1CCN(CC1)C1=CC=C(C=C1)[C@H]1[C@H](CCC2=CC(=CC=C12)O)C1=CC=CC=C1)=O)=O